C1(=CC=C(C=C1)N1C=NN(C1=O)CC1=CC(=C(OC(C(=O)O)(C)C)C(=C1)C)C)C1=CC=CC=C1 2-(4-((4-([1,1'-Biphenyl]-4-yl)-5-oxo-4,5-dihydro-1H-1,2,4-triazol-1-yl)-methyl)-2,6-dimethylphenoxy)-2-methylpropionic acid